C[C@]12CC3(CC(C[C@@](C1)(C3)C)C2)NC(NC2=C(C=C(C(=O)OC)C=C2)F)=O methyl 4-(3-((1r,3R,5S,7r)-3,5-dimethyladamantan-1-yl) ureido)-3-fluorobenzoate